C(#N)C1=CC=C2C(=CN(C2=C1)COCC[Si](C)(C)C)C1=NC(=NC=C1C(F)(F)F)NC1C(CC1)CS(=O)(=O)[O-] [2-[[4-[6-cyano-1-(2-trimethylsilylethoxymethyl)indol-3-yl]-5-(trifluoromethyl)pyrimidin-2-yl]-amino]-cyclobutyl]-methanesulfonate